C(C)C1(NC(N(C(C1)=O)[C@@H]1CC(OC2=CC=C(C=C12)C(=O)N[C@H]1C(CC2=CC=CC=C12)(C)O)(C)C)=N)CC (4R)-4-(4,4-diethyl-2-imino-6-oxotetrahydropyrimidin-1(2H)-yl)-N-((1R)-2-hydroxy-2-methyl-2,3-dihydro-1H-inden-1-yl)-2,2-dimethylchromane-6-carboxamide